Methyl (1-(8-fluoro-2-(((2R,7aS)-2-fluorotetrahydro-1H-pyrrolizin-7a(5H)-yl) methoxy)-7-(3-hydroxynaphthalen-1-yl)pyrido[4,3-d]pyrimidin-4-yl)azepan-4-yl)carbamate FC1=C(N=CC2=C1N=C(N=C2N2CCC(CCC2)NC(OC)=O)OC[C@]21CCCN1C[C@@H](C2)F)C2=CC(=CC1=CC=CC=C21)O